6-(4-(difluoromethyl)-1H-1,2,3-triazol-1-yl)-2-fluoro-3-methoxybenzoic acid ethyl ester C(C)OC(C1=C(C(=CC=C1N1N=NC(=C1)C(F)F)OC)F)=O